tert-butyl (R)-4-(2-bromo-3-fluorophenyl)-2-cyano-3-methyl-4,7-dihydrothieno[2,3-c]pyridine-6(5H)-carboxylate BrC1=C(C=CC=C1F)[C@H]1C2=C(CN(C1)C(=O)OC(C)(C)C)SC(=C2C)C#N